(S)-4-(2-(1-ethyl-3-(trifluoromethyl)-1H-pyrazol-4-yl)-3-fluorophenyl)-3-methyl-6-((R,E)-4-(methylamino)pent-2-enoyl)-4,5,6,7-tetrahydrothieno[2,3-c]pyridine-2-carbonitrile C(C)N1N=C(C(=C1)C1=C(C=CC=C1F)[C@H]1C2=C(CN(C1)C(\C=C\[C@@H](C)NC)=O)SC(=C2C)C#N)C(F)(F)F